FC(C(=O)O)(F)F.S(=O)(=O)(ON1C(CC1=O)(C)C)O 2,2-dimethyl-4-oxoazetidin-1-yl sulfate 2,2,2-trifluoroacetate